6-((1R,2S)-2-Aminocyclohexylamino)-7-fluoro-4-(1-methyl-1H-pyrazol-4-yl)-1H-pyrrolo[3,4-c]pyridin N[C@@H]1[C@@H](CCCC1)NC1=C(C2=C(C(=N1)C=1C=NN(C1)C)C=NC2)F